(S)-N-(4-(3-aminopyrrolidin-1-yl)-2-methyl-1-(tetrahydro-2H-pyran-4-yl)-1H-benzo[d]imidazol-5-yl)-1-(2,6-difluorophenyl)-6-oxo-1,6-dihydropyridazine-3-carboxamide N[C@@H]1CN(CC1)C1=C(C=CC=2N(C(=NC21)C)C2CCOCC2)NC(=O)C2=NN(C(C=C2)=O)C2=C(C=CC=C2F)F